N-(3-Methoxy-4-(4-(4-(trifluoromethyl)nicotinoyl)piperazine-1-carbonyl)phenyl)quinoline-8-sulfonamide COC=1C=C(C=CC1C(=O)N1CCN(CC1)C(C1=CN=CC=C1C(F)(F)F)=O)NS(=O)(=O)C=1C=CC=C2C=CC=NC12